C(C)CC(=O)OOC methoxy ethylacetate